Methyl 2-bromo-4-chlorobenzo[d]thiazole-6-carboxylate BrC=1SC2=C(N1)C(=CC(=C2)C(=O)OC)Cl